N-(2-nitrophenyl)nicotinic acid [N+](=O)([O-])C1=C(C=CC=C1)N1CC(C(=O)O)=CC=C1